2-(7-chloro-4-phenoxy-1-(piperazin-1-yl)phthalazin-6-yl)-3-fluorophenol ClC1=C(C=C2C(=NN=C(C2=C1)N1CCNCC1)OC1=CC=CC=C1)C1=C(C=CC=C1F)O